allcarbonyl-sulfur C(C=C)C(=O)[S]